N1=C2C(=NS1)C=1C=CC=3C(=NSN3)C1C=C2 naphtho[1,2-C:5,6-C']bis[1,2,5]thiadiazole